COC1=C(C=C(C(=C1)F)OC)CCNCC1=C(C=CC=C1)OC 2-[2,5-dimethoxy-4-fluorophenyl]-N-[(2-methoxyphenyl)methyl]ethylamine